1,2-Cyclohexandicarbaldehyd C1(C(CCCC1)C=O)C=O